C(CCCCCCCCCCCCCCCCC)(=O)OCC(COC(CCCCCCCCCCCCCCCCC)=O)(COCC(COC(CCCCCCCCCCCCCCCCC)=O)(COC(CCCCCCCCCCCCCCCCC)=O)COC(CCCCCCCCCCCCCCCCC)=O)CO dipentaerythritol pentastearate